OC1=C(C=C(C=C1S(=O)(=O)O)O)C1=NC2=C(N1)C=CC=C2C(=O)O 2-(2,5-Dihydroxy-3-sulfophenyl)-1H-benzo[d]imidazole-4-carboxylic acid